CC1N(C(C2=CC=C(C=C12)N1CCNCC1)=O)C1C(NC(CC1)=O)=O 3-[3-methyl-1-oxo-5-(piperazin-1-yl)-2,3-dihydro-1H-isoindol-2-yl]piperidine-2,6-dione